4,5-Difluoro-1-(1-methylazetidin-3-yl)-1H-indole FC1=C2C=CN(C2=CC=C1F)C1CN(C1)C